4-Methoxy-3-nitro-5-(trifluoromethyl)pyrazolo[1,5-a]pyridine COC=1C=2N(C=CC1C(F)(F)F)N=CC2[N+](=O)[O-]